NC=1SC2=C(N1)C=C(C=C2)C=2C=CC=1N(C2)C(N(N1)C\C(=C\F)\CN)=O 6-(2-amino-1,3-benzothiazol-5-yl)-2-[(2E)-2-(aminomethyl)-3-fluoroprop-2-en-1-yl][1,2,4]triazolo[4,3-a]pyridin-3(2H)-one